C1(=CC(=CC(=C1)O)O)O 1,3,5-Benzenetriol